FC=1C=C2NC(C(NC2=CC1F)=O)=O 6,7-difluoro-1,4-dihydroquinoxaline-2,3-dione